(S)-3-AMINO-4,4-DIMETHYL-PENTANOIC ACID N[C@@H](CC(=O)O)C(C)(C)C